2,2,2-trichloro-1-(3,4-dichlorophenyl)ethyl acetate C(C)(=O)OC(C(Cl)(Cl)Cl)C1=CC(=C(C=C1)Cl)Cl